(R)-4-(6-cyclobutyl-2-(1H-pyrrolo[2,3-b]pyridin-4-yl)pyrimidin-4-yl)-3-methylmorpholine C1(CCC1)C1=CC(=NC(=N1)C1=C2C(=NC=C1)NC=C2)N2[C@@H](COCC2)C